C[Si](C(C)(C)C)(C)P([Si](C)(C)C(C)(C)C)[Si](C)(C)C(C)(C)C tris(dimethyl-tert-butylsilyl)phosphine